C(CC)[S+]1CCCC1 1-Propyltetrahydrothiophenium